FC(S(=O)(=O)OC1=CC(=C2C=CC=NC2=C1)C1(CC1)NC(C1=C(C=CC(=C1)OC12CCCN(CCC1)C2)C)=O)(F)F 5-(1-(5-((1-Azabicyclo[3.3.1]nonan-5-yl)oxy)-2-methylbenzamido)cyclopropyl)quinolin-7-yl trifluoromethanesulfonate